COC(=O)C=1C=CC2=CN(N=C2C1)CC1=CC(=CC=C1)OCC1=CC=CC=C1 (3-Benzyloxybenzyl)-2H-indazole-6-carboxylic acid methyl ester